[C-]#N.[Na+].C(C)O ethanol sodium cyanide